[C].C1(O)=CC=C(O)C=C1 Hydroquinone carbon